N4-(2-fluoro-5-nitrophenyl)-N2-(1-methyl-1H-pyrazol-4-yl)-5-(piperidin-1-yl)pyrimidine-2,4-diamine FC1=C(C=C(C=C1)[N+](=O)[O-])NC1=NC(=NC=C1N1CCCCC1)NC=1C=NN(C1)C